FC1=CC=C(C=C1)S(=O)(=O)NC=1C=C(C=CC1O)NC(=O)C1=CC=C(C=C1)C1=C(C=CC=C1)C1=NOC(=N1)C N-(3-((4-fluorophenyl)sulfonylamino)-4-hydroxyphenyl)-2'-(5-methyl-1,2,4-oxadiazol-3-yl)-[1,1'-biphenyl]-4-carboxamide